5-(chloromethyl)indoline-2-one ClCC=1C=C2CC(NC2=CC1)=O